(R)-2-(5-fluoroisoindolin-2-yl)-3,6-dimethyl-8-(1-((6-methyl-2-oxo-1,2-dihydropyridin-3-yl)amino)ethyl)quinazolin-4(3H)-one FC=1C=C2CN(CC2=CC1)C1=NC2=C(C=C(C=C2C(N1C)=O)C)[C@@H](C)NC=1C(NC(=CC1)C)=O